n-butenealdehyde C(C=CC)=O